(S)-8-ethynyl-6-(2-fluorophenyl)-N,4-dimethyl-4H-benzo[f]imidazo[1,5-a][1,4]diazepine-3-carboxamide C(#C)C=1C=CC2=C(C(=N[C@H](C=3N2C=NC3C(=O)NC)C)C3=C(C=CC=C3)F)C1